2,6-diamino-4-(benzo[b]thiophen-3-yl)-1,4-dihydropyridine-3,5-dicarboxylic acid dimethyl ester COC(=O)C1=C(NC(=C(C1C=1C2=C(SC1)C=CC=C2)C(=O)OC)N)N